8-{3-[(ethanesulfonyl)methyl]azetidin-1-yl}-N-{3-[(3S,4R)-3-fluoro-4-methoxy-piperidin-1-yl]-1,2,4-triazin-5-yl}-5-(propan-2-yl)isoquinolin-3-amine C(C)S(=O)(=O)CC1CN(C1)C=1C=CC(=C2C=C(N=CC12)NC=1N=C(N=NC1)N1C[C@@H]([C@@H](CC1)OC)F)C(C)C